C(C)(C)(C)OC(=O)NCCCNCCCCCCCC(=O)OC(CCCCCCCC)CCCCCCCC heptadecan-9-yl 8-({3-[(tert-butoxycarbonyl)amino]propyl}amino)octanoate